[N+](=O)([O-])C1=C(C=CC(=C1)C=CC1=NC2=CC=CC=C2C=C1)C(C#N)C1=NC=CC=C1 2-(2-nitro-4-(2-(quinoline-2-yl)vinyl)phenyl)-2-(pyridine-2-yl)acetonitrile